O[C@H]1[C@H](CCC=2C=C(C=NC12)C#N)[C@H]1N2C(C3=CC=CC=C13)=CN=C2 (7R,8s)-8-hydroxy-7-((R)-5H-imidazo[5,1-a]isoindol-5-yl)-5,6,7,8-tetrahydroquinoline-3-carbonitrile